(S)-5-cyclopropyl-3-(3-(3-fluoro-4-methylphenyl)-3-(1,2,4-thiadiazol-5-yl)pyrrolidine-1-carboxamido)-N-methylpicolinamide C1(CC1)C=1C=C(C(=NC1)C(=O)NC)NC(=O)N1C[C@@](CC1)(C1=NC=NS1)C1=CC(=C(C=C1)C)F